Cl.O=C1NC(CCC1N1C(C2=CC=C(C=C2C1=O)N1CCC(CC1)CN1CCNCC1)=O)=O 2-(2,6-dioxopiperidin-3-yl)-5-(4-(piperazin-1-ylmethyl)piperidin-1-yl)isoindoline-1,3-dione hydrochloride